[Si](O)(O)(O)O.C(C)N1CCN(CC1)C1=CC=C(C(=O)N)C=C1 4-(4-ethylpiperazin-1-yl)benzamide ORTHO-SILICATE